C(C1=CC=CC=C1)C=1C=C2C=CN=C(C2=CC1)N(C(C1=C(C=C(C=C1)C=1N=NN(C1)C)F)=O)[C@H]1CNCCC1 (R)-N-(6-benzylisoquinolin-1-yl)-2-fluoro-4-(1-methyl-1H-1,2,3-triazol-4-yl)-N-(piperidin-3-yl)benzamide